5-((5-(4-((1-(5-(benzo[4,5]imidazo[1,2-a]pyrimidin-2-yl)pyridin-2-yl)azetidin-3-yl)oxy)piperidin-1-yl)pentyl)oxy)-2-(2,6-dioxopiperidin-3-yl)isoindoline-1,3-dione N=1C=2N(C=CC1C=1C=CC(=NC1)N1CC(C1)OC1CCN(CC1)CCCCCOC=1C=C3C(N(C(C3=CC1)=O)C1C(NC(CC1)=O)=O)=O)C1=C(N2)C=CC=C1